ClC1=C(C(=O)N2COC3=C(C2)C=CC=C3C3=CC(=C(C(=O)OC)C=C3F)N3C2COCC3CC2)C(=CC(=C1)N1CC2(C1)CC(C2)(C)O)Cl methyl 4-[3-[2,6-dichloro-4-(6-hydroxy-6-methyl-2-azaspiro[3.3]heptan-2-yl)benzoyl]-2,4-dihydro-1,3-benzoxazin-8-yl]-5-fluoro-2-(3-oxa-8-azabicyclo[3.2.1]octan-8-yl)benzoate